7-bromo-4-chloro-5H-pyrido[3,2-b]indole-3-carboxylic acid ethyl ester C(C)OC(=O)C1=C(C=2NC=3C=C(C=CC3C2N=C1)Br)Cl